tert-butyl ((1-((5-ethoxy-3-((5-ethyl-2-methoxyphenyl)sulfonamido)benzo[d]isoxazol-6-yl)methyl)-1H-pyrazol-4-yl)methyl)carbamate C(C)OC=1C(=CC2=C(C(=NO2)NS(=O)(=O)C2=C(C=CC(=C2)CC)OC)C1)CN1N=CC(=C1)CNC(OC(C)(C)C)=O